(1S,2R,3R,4S,6R)-4,6-diamino-3-(((2R,3R,6S)-3-amino-6-((R)-amino(cyclopropyl)methyl)tetrahydro-2H-pyran-2-yl)oxy)cyclohexane-1,2-diol N[C@@H]1[C@H]([C@@H]([C@H]([C@@H](C1)N)O)O)O[C@H]1O[C@@H](CC[C@H]1N)[C@@H](C1CC1)N